FC1(C(C1)C1=CC=CC(=N1)C1=NC2=CC(=NC=C2C=C1)CN)F [2-[6-(2,2-difluorocyclopropyl)-2-pyridinyl]-1,6-naphthyridin-7-yl]methylamine